O1CC=NC2=C1C=CC(=C2)O 2H-1,4-benzoxazin-6-ol